C(C(C)(C)C)Br neo-pentyl bromide